C(C)(C)(C)OC(=O)N1CCN(CC1)C=1C2=CN(N=C2C(=C(C1)F)C(=O)OC)CC methyl 4-[4-(tert-butoxycarbonyl)piperazin-1-yl]-2-ethyl-6-fluoroindazole-7-carboxylate